N-(2-iodophenyl)-N-methyl-2-phenyl-acrylamide IC1=C(C=CC=C1)N(C(C(=C)C1=CC=CC=C1)=O)C